CC1=NC(=NC(=C1)C)N1C=C2C(=C1)CN(C2)C(=O)C=2C(=NN1C2N=CC=C1)C1=CC=CC=C1 ((3aR,6aS)-5-(4,6-dimethylpyrimidin-2-yl)pyrrolo[3,4-c]pyrrol-2(1H)-yl)(2-phenylpyrazolo[1,5-a]pyrimidin-3-yl)methanone